ClC1=CC2=C([C@H](CC3=NC=CC=C3O2)CN)C=C1 |o1:5| (S*)-(7-chloro-10,11-dihydrobenzo[6,7]oxepino[3,2-b]pyridin-10-yl)methanamine